ClC=1C(=NC=C(C1)C1=NOC(=N1)C)N1CCN(CC1)C(=O)OC(C)(C)C tert-butyl 4-[3-chloro-5-(5-methyl-1,2,4-oxadiazol-3-yl)-2-pyridyl]piperazine-1-carboxylate